FC1=C(C(=CC(=C1)C1(COC1)O)F)C=1N=C2N(C=CC(=C2)C)C1C[C@@H]1OCCN(C1)C(C)=O (S)-1-(2-((2-(2,6-difluoro-4-(3-hydroxyoxetan-3-yl)phenyl)-7-methylimidazo[1,2-a]pyridin-3-yl)methyl)morpholino)ethan-1-one